(S)-tetrahydrofuran-3-yl ((4-(tert-butyl)phenoxy)(perfluorophenoxy)phosphoryl)-L-alaninate C(C)(C)(C)C1=CC=C(OP(=O)(OC2=C(C(=C(C(=C2F)F)F)F)F)N[C@@H](C)C(=O)O[C@@H]2COCC2)C=C1